1,4-dithiane-2,5-diol bis(3-mercaptobutyrate) SC(CC(=O)OC1SCC(SC1)OC(CC(C)S)=O)C